2-(4-(2-((3-(Bis(2-hydroxydodecyl)amino)propyl)disulfaneyl)ethyl)piperazin-1-yl)ethyl 5-(bis((9Z,12Z,15Z)-2-hydroxyoctadeca-9,12,15-trien-1-yl)amino)pentanoate OC(CN(CCCCC(=O)OCCN1CCN(CC1)CCSSCCCN(CC(CCCCCCCCCC)O)CC(CCCCCCCCCC)O)CC(CCCCCC\C=C/C\C=C/C\C=C/CC)O)CCCCCC\C=C/C\C=C/C\C=C/CC